4-[(3-{7-[(3S,4R)-3-fluoro-1-methyl-4-piperidylamino]-3-(2,2,2-trifluoroethyl)-1-benzothiophen-2-yl}-2-propynyl)-N-tert-butoxycarbonylamino]-2-fluoro-5-anisate F[C@H]1CN(CC[C@H]1NC1=CC=CC=2C(=C(SC21)C#CCN(C(=O)OC(C)(C)C)C2=CC(=C(C(=O)[O-])C=C2OC)F)CC(F)(F)F)C